C1(CCCC1)NC1=CC=C(C=C1)[C@H]1[C@H](C[C@@H]2[C@H](N1C(C1=C(C=CC=C1C)F)=O)CCC2)C(=O)NC2=CC=C1C=NN(C1=C2)C (2R,3S,4aR,7aR)-2-(4-(cyclopentylamino)phenyl)-1-(2-fluoro-6-methylbenzoyl)-N-(1-methyl-1H-indazol-6-yl)octahydro-1H-cyclopenta[b]pyridine-3-carboxamide